FC(C1=C(C=NC(=C1)N[C@H](C(F)(F)F)C)C1=C(N=C(S1)C(=O)N[C@@H]1C[C@H](CC1)O)C(=O)N1[C@H](CCC1)C)F 5-(4-(difluoromethyl)-6-(((S)-1,1,1-trifluoropropan-2-yl)amino)pyridin-3-yl)-N-((1S,3S)-3-Hydroxycyclopentyl)-4-((S)-2-methylpyrrolidine-1-carbonyl)thiazole-2-carboxamide